titanium (hydrogen) oxide O.[Ti]